2-[(1-Benzylpiperidin-4-yl)methyl]-4-(2-chlorophenyl)-2,3-dihydropyridazin-3-one hydrochloride Cl.C(C1=CC=CC=C1)N1CCC(CC1)CN1N=CC=C(C1=O)C1=C(C=CC=C1)Cl